methyl 3-(pyridin-2-yl)bicyclo[1.1.1]pentane-1-carboxylate N1=C(C=CC=C1)C12CC(C1)(C2)C(=O)OC